O[C@H]1CN(CC[C@@H]1CN1C=CC2=C1N=CN=C2N2[C@H](COCC2)C2=CC=C(C=C2)C(F)(F)F)CC(=O)N |&1:1,6| 2-((3RS,4RS)-3-hydroxy-4-((4-((S)-3-(4-(trifluoromethyl)phenyl)morpholino)-7H-pyrrolo[2,3-d]pyrimidin-7-yl)methyl)piperidin-1-yl)acetamide